dimethyl-ammonium hydroiodide I.C[NH2+]C